CC1=C(NC=C1C1=CC=NC=C1)C(=O)OC Methyl 3-methyl-4-(pyridin-4-yl)-1H-pyrrole-2-carboxylate